4-(diethylamino)-8,14-dioxa-10,19,20-triazatetracyclo[13.5.2.12,6.018,21]tricosa-1(20),2,4,6(23),15,17,21-heptaen-9-one C(C)N(C=1C=C2C3=NNC4=CC=C(OCCCNC(OCC(C1)=C2)=O)C=C34)CC